[Si](C)(C)(C(C)(C)C)OC=1C=C2C(=NN(C2=CC1)C1OCCCC1)C1=NN(C=C1)CCOCCOC[C@H](C)CS(=O)(=O)[O-] [(1S)-2-[2-[2-[3-[5-[tert-butyl(dimethyl)silyl]oxy-1-tetrahydropyran-2-yl-indazol-3-yl]pyrazol-1-yl]ethoxy]ethoxy]-1-methyl-ethyl]methanesulfonate